tert-butyl (S,E)-2-[tert-butoxycarbonyl(methoxycarbonyl)amino]-7-[2-[tert-butyl(diphenyl)silyl]oxyethylamino]-7-oxo-hept-5-enoate C(C)(C)(C)OC(=O)N([C@H](C(=O)OC(C)(C)C)CC\C=C\C(=O)NCCO[Si](C1=CC=CC=C1)(C1=CC=CC=C1)C(C)(C)C)C(=O)OC